C(C)(=O)C=1C(=NC(=CC1)N1C=NC2=C1C=CC(=C2)NC=2N=NC(=CC2)C)N2N=C(C(=C2)C#N)C 1-[3-acetyl-6-[5-[(6-methylpyridazin-3-yl)amino]benzimidazol-1-yl]-2-pyridyl]-3-methyl-pyrazole-4-carbonitrile